COC1=NC=NN2C1=C(C=C2)C=2C=C1C(=NC2)N=C(N1CC=1OC(=NN1)C(C(F)F)(F)F)C 6-(4-methoxypyrrolo[2,1-f][1,2,4]triazin-5-yl)-2-methyl-1-((5-(1,1,2,2-tetrafluoroethyl)-1,3,4-oxadiazol-2-yl)methyl)-1H-imidazo[4,5-b]pyridine